FC(CCBr)(F)F (3,3,3-trifluoropropyl) bromide